2,4,5-tribromo-1-methyl-1H-imidazole BrC=1N(C(=C(N1)Br)Br)C